2-[[5-(ethylsulfonimidoyl)-6-[7-(trifluoromethyl)imidazo[1,2-a]pyridin-2-yl]-3-pyridyl]oxy]-2-methyl-propanenitrile C(C)S(=O)(=N)C=1C=C(C=NC1C=1N=C2N(C=CC(=C2)C(F)(F)F)C1)OC(C#N)(C)C